CN1N=C(C(=C1C)C1=NC=2C(=NC=CC2C=2C=CC3=C(CCCC[C@@H]3NC(=O)C=3OC(=NN3)C(C)(C)C)C2)N1)C 5-tert-Butyl-[1,3,4]oxadiazole-2-carboxylic acid {(S)-2-[2-(1,3,5-trimethyl-1H-pyrazol-4-yl)-3H-imidazo[4,5-b]pyridin-7-yl]-6,7,8,9-tetrahydro-5H-benzocyclohepten-5-yl}-amide